tert-butyl (3-((1-(2-(2,6-dioxopiperidin-3-yl)-1,3-dioxoisoindolin-4-yl)piperidin-4-yl)(methyl)amino)cyclobutyl)carbamate O=C1NC(CCC1N1C(C2=CC=CC(=C2C1=O)N1CCC(CC1)N(C1CC(C1)NC(OC(C)(C)C)=O)C)=O)=O